CN1[Se]C=C(N1)CCSSNC(CC=1NC2=CC=CC=C2C1)=O N-methylindoleacetamido-dithioethyl-selenadiazole